C(C)(C)(C)OC(=O)N1[C@@H](CC1)CN1C(=NC2=C1C=C(C=C2)C(=O)OC)CC2=C(C=C(C=C2)C2=NC(=CC=C2)OCC2=C(C=C(C=C2)C#N)F)F Methyl (S)-1-((1-(tert-butoxycarbonyl)azetidin-2-yl)methyl)-2-(4-(6-((4-cyano-2-fluorobenzyl)oxy)pyridin-2-yl)-2-fluorobenzyl)-1H-benzo[d]imidazole-6-carboxylate